(-)-guaiacol C=1(C(O)=CC=CC1)OC